BrC1=CSC=2C1=NC(=C(C2)C#N)OC 3-bromo-5-methoxythieno[3,2-b]pyridine-6-carbonitrile